2-(2-Cyclohexyl-7-oxo-6-(2-oxa-6-azaspiro[3.3]heptane-6-carbonyl)pyrazolo[1,5-a]pyrimidin-4(7H)-yl)-N-(5-fluoropyridin-2-yl)acetamide C1(CCCCC1)C1=NN2C(N(C=C(C2=O)C(=O)N2CC3(COC3)C2)CC(=O)NC2=NC=C(C=C2)F)=C1